N[C@H](C(=O)N1[C@@H](C[C@H](C1)O)C(=O)NCC1=CC=C(C=C1)C1=C(N=CS1)C)C(C)(C)C (2S,4R)-1-[(2S)-2-amino-3,3-dimethylbutyryl]-4-hydroxy-N-{[4-(4-methyl-1,3-thiazol-5-yl)phenyl]Methyl}pyrrolidine-2-carboxamide